1-[4-[(2-fluoro-3-methyl-4-[[1,2,4]triazolo[1,5-a]pyridin-7-yloxy]phenyl)amino]quinazolin-6-yl]-3-methylidenepyrrolidin-2-one FC1=C(C=CC(=C1C)OC1=CC=2N(C=C1)N=CN2)NC2=NC=NC1=CC=C(C=C21)N2C(C(CC2)=C)=O